OC(=O)C(F)(F)F.FC=1C(=C2C(=C(NC2=C(C1)C(=O)N)C)C1=CC=C(C=C1)F)C1=C2CCNCC2=CC=C1 (RS)-5-fluoro-3-(4-fluorophenyl)-2-methyl-4-(1,2,3,4-tetrahydroisoquinolin-5-yl)-1H-indole-7-carboxamide TFA salt